tert-butyl 4-(4-{4-[3-(butane-2-sulfonamido)-5-chloro-2-fluorophenyl]-3-(pyridin-4-yl)pyrazol-1-yl}phenyl)piperazine-1-carboxylate CC(CC)S(=O)(=O)NC=1C(=C(C=C(C1)Cl)C=1C(=NN(C1)C1=CC=C(C=C1)N1CCN(CC1)C(=O)OC(C)(C)C)C1=CC=NC=C1)F